1-(4,5-dimethoxy-2-nitrobenzyl)-2-imidazolecarboxaldehyde COC1=CC(=C(CN2C(=NC=C2)C=O)C=C1OC)[N+](=O)[O-]